C1(=C(C(=CC=C1)C)C)N=NC1=C(C(=C(C=C1)N=NC1=C(C=CC2=CC=CC=C12)O)C)C 1-[(4-[xylylazo]xylyl)azo]-2-naphthol